tert-butyl (S)-2-(1-(2-ethyl-6-(5-((((3-fluorobicyclo[1.1.1]pentan-1-yl)(methyl)carbamoyl)oxy)methyl)-1-methyl-1H-1,2,3-triazol-4-yl)pyridin-3-yl)-5,5-difluoropiperidin-3-yl)acetate C(C)C1=NC(=CC=C1N1C[C@H](CC(C1)(F)F)CC(=O)OC(C)(C)C)C=1N=NN(C1COC(N(C)C12CC(C1)(C2)F)=O)C